8-(2-chlorophenyl)-2,3,6,11,12-pentakis(pentyloxy)triphenylene ClC1=C(C=CC=C1)C=1C=C(C=C2C=3C=C(C(=CC3C3=C(C(=CC=C3C12)OCCCCC)OCCCCC)OCCCCC)OCCCCC)OCCCCC